(R)-4-N-Boc-piperazine-2-carboxylate C(=O)(OC(C)(C)C)N1C[C@@H](NCC1)C(=O)[O-]